methyl-(E)-3-(4-hydroxy-3-methylphenyl)acrylic acid C/C(/C(=O)O)=C\C1=CC(=C(C=C1)O)C